3-Methyl-N-(1-(1-methyl-1H-pyrazol-4-yl)ethyl)-4-((6-(trifluoromethyl)pyridin-3-yl)methyl)-1H-pyrrole-2-carboxamide CC1=C(NC=C1CC=1C=NC(=CC1)C(F)(F)F)C(=O)NC(C)C=1C=NN(C1)C